2,3-diamino-4-bromopyridine NC1=NC=CC(=C1N)Br